5-Amino-3-[2-[4-(2-cyclopropylacetyl)piperazin-1-yl]ethyl]-8-(2-furyl)-1-methyl-[1,2,4]triazolo[5,1-f]purin-2-one NN1C=NC(=C2N3C(N=C12)N(C(N3C)=O)CCN3CCN(CC3)C(CC3CC3)=O)C=3OC=CC3